1-valeroyl-3,5-dicarbonylcyclohexan-2,4,6-trione C(CCCC)(=O)C1C(C(C(C(C1=O)=C=O)=O)=C=O)=O